C(C)C(C(=O)[O-])(CCC)C(=O)C1=CC=2C(C3=CC=CC(=C3C(C2C(=C1)O)=O)O)=O ethyl(4,5-dihydroxy-9,10-dioxo-9,10-dihydroanthracene-2-carbonyl)valerate